FC1=C(C=C(C(=C1)B1OC(C(O1)(C)C)(C)C)F)CC=1N(C2=C(N1)C=CC(=C2)C(=O)OC(C)(C)C)CCOC Tert-butyl 2-[[2,5-difluoro-4-(4,4,5,5-tetramethyl-1,3,2-dioxaborolan-2-yl)phenyl]methyl]-3-(2-methoxyethyl)-1,3-benzodiazole-5-carboxylate